CC=1C=C(C=CC1)N(C1=CC=CC=C1)C1=CC=C(C=C1)C1=CC=C(C=C1)N(C1=CC(=CC=C1)C)C1=CC=CC=C1 bis[N-(3-methylphenyl)-N-phenylamino]biphenyl